CC1C(N(CC1)C1=C(C=C(C=C1C)C)C)=O 3-methyl-1-(2,4,6-trimethylphenyl)-2-pyrrolidone